BrC1=CC=C(C=C1)[C@@H](CC)N (1R)-1-(4-bromophenyl)propan-1-amine